CC1=C(C=O)C=CC(=N1)N1CCC(CC1)CN1CCCC1 methyl-6-(4-(pyrrolidin-1-ylmethyl)piperidin-1-yl)nicotinaldehyde